BrC=1C(=CC2=C(NC(C(CS2)CCCC)=O)C1)OC 7-Bromo-3-butyl-8-methoxy-2,3-dihydro-1,5-benzothiazepine-4(5H)-one